CC1OCC2(C1)CCNCC2 3-methyl-2-oxa-8-azaspiro[4.5]decan